2-(5-chloro-3-ethylsulfanyl-pyridin-2-yl)-3-methyl-6-trifluoromethyl-3H-imidazo[4,5-b]pyridine ClC=1C=C(C(=NC1)C1=NC=2C(=NC=C(C2)C(F)(F)F)N1C)SCC